FC1=C(C(=O)OC)C=CN=C1NC1CCNCC1 methyl 3-fluoro-2-(piperidin-4-ylamino)isonicotinate